(2-chloro-3-(7-chloro-2,4-dioxa-1,2-dihydropteridin-3(4H)-yl)phenyl)pyrimidine-4-carboxamide ClC1=C(C=CC=C1N1ONC2=NC(=CN=C2O1)Cl)C1=NC=CC(=N1)C(=O)N